C(C(=O)O)(=O)O.NC1=CC=C(C=C1)[C@@H]1N(CCC[C@@H]1C(=O)OCC)C(C1=C(C=CC=C1C)F)=O ethyl (2R,3S)-2-(4-aminophenyl)-1-(2-fluoro-6-methylbenzoyl)piperidine-3-carboxylate oxalate